FC1(CCN(CC1)C1=NC=2C(=CC(=CC2C=2N1C=C(N2)C(F)(F)F)C)C(C)=O)F 1-(5-(4,4-difluoropiperidin-1-yl)-9-methyl-2-(trifluoromethyl)imidazo[1,2-c]quinazolin-7-yl)ethan-1-one